C1(CC1)C=1C=C(C(N(C1)[C@@H]1[C@@H](CC1)O)=O)NC=1N(C=2C(=NC=C(C2OC)OC=2C=NN3C2C=NC=C3)N1)C 5-cyclopropyl-1-((1S,2R)-2-hydroxycyclobutyl)-3-((7-methoxy-1-methyl-6-(pyrazolo[1,5-a]pyrazin-3-yloxy)-1H-imidazo[4,5-b]pyridin-2-yl)amino)pyridin-2(1H)-one